ClC1=CC=C(C=C1)C1=CC=2C3=C(C=NC2C=C1)N(C(N3C=3C(=CC(=C(C#N)C3)N3CC(NCC3)C)C)=N)C 5-(8-(4-Chlorophenyl)-2-imino-3-methyl-2,3-dihydro-1H-imidazo[4,5-c]quinolin-1-yl)-4-methyl-2-(3-methylpiperazin-1-yl)benzonitrile